methyl 2-methylsuccinate CC(C(=O)OC)CC(=O)[O-]